1-[2-chloro-6-[6-fluoro-5-[(6-methylpyridazin-3-yl)amino]benzimidazol-1-yl]-3-pyridyl]ethanone ClC1=NC(=CC=C1C(C)=O)N1C=NC2=C1C=C(C(=C2)NC=2N=NC(=CC2)C)F